2,2',5,5'-tetrafluorobenzidine FC1=C(C=C(C(=C1)N)F)C1=C(C=C(N)C(=C1)F)F